O.O.[Na+].[Na+].P(=O)(OC1=CC=CC=C1)([O-])[O-] Phenyl phosphate disodium salt dihydrate